C1(=CC=CC=C1)C1=NC(=NC(=C1)C1=CC=CC=C1)C=1C(=C(C(=C(C1N1C2=CC=CC=C2C=2C=C(C=CC12)C)N1C2=CC=CC=C2C=2C=C(C=CC12)C)N1C2=CC=CC=C2C=2C=C(C=CC12)C)C=1OC2=C(N1)C=CC=C2)N2C1=CC=CC=C1C=1C=C(C=CC21)C 2-(3-(4,6-diphenylpyrimidin-2-yl)-2,4,5,6-tetrakis(3-methyl-9H-carbazol-9-yl)phenyl)benzo[d]oxazole